NC1=NC(=NC=C1OC1=CC(=NC=C1C(C)C)Br)NCC(CO)O 3-((4-amino-5-((2-bromo-5-isopropyl-pyridin-4-yl)oxy)pyrimidin-2-yl)amino)propane-1,2-diol